C(#N)CC1=CC=C(C=C1)NC(=O)[C@@H]1[C@@H](CC[C@H](C1)C)C(C)C N-[4-(cyanomethyl)phenyl]-(1S,2S,5R)-2-isopropyl-5-methylcyclohexane-carboxamide